CC(CCCO)CCO 4-methyl-1,6-hexanediol